1-(2-chloro-7,9-difluoro-5H-pyrimido[5,4-b]indol-4-yl)-4-methylpiperidin ClC=1N=C(C=2NC=3C=C(C=C(C3C2N1)F)F)N1CCC(CC1)C